Zinc Bis-Glycinate NCC(=O)[O-].NCC(=O)[O-].[Zn+2]